FC1(CCN(CC1)C1=C(C=CC(=N1)NC(C1=C(C=C(C=C1)NS(=O)(=O)CCO)N1CCC2(CC2)CC1)=O)C1=CC=NN1C)F N-(6-(4,4-difluoropiperidin-1-yl)-5-(1-methyl-1H-pyrazol-5-yl)pyridin-2-yl)-4-(2-hydroxyethylsulfonylamino)-2-(6-azaspiro[2.5]oct-6-yl)benzamide